FC(COC(OCC(F)F)OCC(F)F)F tris(2,2-difluoroethyl)orthoformate